8-(4-(4-(benzo[d]isothiazol-3-yl)piperazin-1-yl)butoxy)-7-chloro-5,6-dihydro-1H-pyrrolo[3,2,1-ij]quinolin-4(2H)-one S1N=C(C2=C1C=CC=C2)N2CCN(CC2)CCCCOC=2C(=C1CCC(N3C1=C(C2)CC3)=O)Cl